FC(C(=O)[O-])(F)F.FC(CC[NH3+])(S(=O)(=O)C1=NC=CC=C1)F 3,3-difluoro-3-(pyridin-2-ylsulfonyl)propan-1-aminium trifluoroacetate